(S)-6-(cyclopropylmethoxy)-5-(3,3-difluoroazetidin-1-yl)-N-(1-hydroxy-4-methylpent-2-yl)picolinamide C1(CC1)COC1=C(C=CC(=N1)C(=O)N[C@H](CO)CC(C)C)N1CC(C1)(F)F